r-Bis[(4-methoxyphenyl)methyl]-3,3'-spirobi[indoline]-2,2'-dione COC1=CC=C(C=C1)CN1C(C2(C(N(C3=CC=CC=C23)CC2=CC=C(C=C2)OC)=O)C2=CC=CC=C12)=O